1-(2-(butoxyimino)-7,7-dimethylbicyclo[2.2.1]hept-1-yl)-N-(3-chlorophenyl)methanesulfonamide C(CCC)ON=C1C2(CCC(C1)C2(C)C)CS(=O)(=O)NC2=CC(=CC=C2)Cl